CC1=C(CCl)C(=CC(=C1)C)C 2,4,6-trimethylbenzyl chloride